(6-amino-5-((2-hydroxyphenyl)diazenyl)pyridin-2-yl)acetamide monotrifluoroacetate salt FC(C(=O)O)(F)F.NC1=C(C=CC(=N1)CC(=O)N)N=NC1=C(C=CC=C1)O